3-(N,N-dimethylaminoethyl)-pyrrolo[2,3-b]pyridine CN(C)CCC1=CNC2=NC=CC=C21